2-(4-((2-(1-(5-chloropyrimidin-2-yl)piperidin-4-yl)ethoxy)carbonyl)-2-fluorophenyl)acetic acid ClC=1C=NC(=NC1)N1CCC(CC1)CCOC(=O)C1=CC(=C(C=C1)CC(=O)O)F